C(CCCCC)NC([C@H](CC(=N)NO)NC(CCCCCCCCC)=O)=O (S)-N-(1-(hexylamino)-4-(hydroxyamino)-4-imino-1-oxobutan-2-yl)decanamide